BrC=1C=C(C=C(C1OC1=CC(=C(C=C1)O)C(C)C)Br)NC(CC(=O)NC)=O N1-(3,5-dibromo-4-(4-hydroxy-3-isopropylphenoxy)phenyl)-N3-methylmalonamide